N-[(3-exo)-9-Azabicyclo[3.3.1]non-3-yl]-5-(8-fluoro-2-methylimidazo[1,2-a]pyridin-6-yl)-N-methyl[1,3]thiazolo[5,4-b]pyridin-2-amin C12CC(CC(CCC1)N2)N(C=2SC1=NC(=CC=C1N2)C=2C=C(C=1N(C2)C=C(N1)C)F)C